4-methoxyphenyl 3,6-di-O-benzyl-2-deoxy-2-(1,3-dioxo-1,3-dihydro-2H-isoindol-2-yl)-4-O-(2,3,4,6-tetra-O-benzyl-β-D-galactopyranosyl)-β-D-glucopyranoside C(C1=CC=CC=C1)O[C@@H]1[C@H]([C@H](OC2=CC=C(C=C2)OC)O[C@@H]([C@H]1O[C@H]1[C@H](OCC2=CC=CC=C2)[C@@H](OCC2=CC=CC=C2)[C@@H](OCC2=CC=CC=C2)[C@H](O1)COCC1=CC=CC=C1)COCC1=CC=CC=C1)N1C(C2=CC=CC=C2C1=O)=O